(6-(2-oxa-8-azaspiro[4.5]decan-8-yl)pyrimidin-4-yl)-4-(1H-1,2,3-triazol-1-yl)-1,2-dihydro-3H-pyrazol-3-one C1OCCC12CCN(CC2)C2=CC(=NC=N2)N2NC(C(=C2)N2N=NC=C2)=O